FC1=CC2=C(N(C(N=C2N2[C@H](CN(CC2)C(C=C)=O)C)=O)C2=NC=CC=C2C(C)C)N=C1C1=C(C=CC=C1)F 6-fluoro-7-(2-fluorophenyl)-4-((2S)-2-methyl-4-(2-propenoyl)-1-piperazinyl)-1-(3-(2-propanyl)-2-pyridinyl)pyrido[2,3-d]pyrimidin-2(1H)-one